C([C@H]1[C@H]([C@H](C(O1)(CO)O)O)O)OP(=O)([O-])[O-] The molecule is an organophosphate oxoanion that is the dianion of L-tagatofuranose 6-phosphate arising from deprotonation of both OH groups of the phosphate. It has a role as a bacterial metabolite. It is a conjugate base of a L-tagatofuranose 6-phosphate.